(6aR,8S)-2-chloro-6a-(difluoromethyl)-5,6,6a,7,8,9-hexahydropyrrolo[1',2':4,5]pyrazino[2,3-c]pyridazin-8-yl methanesulfonate CS(=O)(=O)O[C@H]1C[C@]2(N(C=3C(=NN=C(C3)Cl)NC2)C1)C(F)F